3,3'-(1,1,3,3-tetraethoxydisiloxane-1,3-diyl)bis(N,N-dimethylpropane-1-amine) C(C)O[Si](O[Si](OCC)(OCC)CCCN(C)C)(OCC)CCCN(C)C